C(C=C)(=O)N1C(CN(CC1)C1=NC(=NC=2CC(CCC12)N1CCC2=CC=CC=C12)OCC1N(CCC1)CCOC)CC#N 2-(1-acryloyl-4-(7-(indolin-1-yl)-2-((1-(2-methoxyethyl)pyrrolidin-2-yl)methoxy)-5,6,7,8-tetrahydroquinazolin-4-yl)piperazin-2-yl)acetonitrile